C1(=CC=C(CC1)C(C)C)C trans-menthadiene